N-(5-((1-Cyclopropyl-1H-pyrazol-4-yl)ethynyl)-4-(((1r,4r)-4-((dimethylamino)methyl)cyclohexyl)methoxy)pyridin-2-yl)-2-(1-(cyclopropylsulfonyl)-1H-pyrazol-4-yl)pyrimidin-4-amine C1(CC1)N1N=CC(=C1)C#CC=1C(=CC(=NC1)NC1=NC(=NC=C1)C=1C=NN(C1)S(=O)(=O)C1CC1)OCC1CCC(CC1)CN(C)C